ClC1=C(CN2N=C(N=C2)C(=O)N[C@@H]2CCC3=C(N(C2=O)C)C=C(C=C3)CN3CCN(CC3)C3=CC=NC=C3)C(=CC=C1)Cl |r| (+-)-1-(2,6-dichlorobenzyl)-N-(1-methyl-2-oxo-8-((4-(pyridin-4-yl)piperazin-1-yl)methyl)-2,3,4,5-tetrahydro-1H-benzo[b]azepin-3-yl)-1H-1,2,4-triazole-3-carboxamide